3-[[5-[4-(4-piperidyl)-1-piperidyl]-2-pyridyl]amino]piperidine-2,6-dione N1CCC(CC1)C1CCN(CC1)C=1C=CC(=NC1)NC1C(NC(CC1)=O)=O